2-Aminoethyl(dimethoxymethylsilan) NCC[SiH2]C(OC)OC